C(C)(C)N1C2=NC(=NC(=C2N=C1)NCC1=CC=C(C=N1)C=1C=NC(=CC1)C)C=1C=NC=CC1 9-isopropyl-N-((6'-methyl-[3,3'-bipyridin]-6-yl)methyl)-2-(pyridin-3-yl)-9H-purin-6-amine